FC(OC1=CC=C(C=C1)[C@H](CC(=O)O)NC(CNC(=O)C1=CC(=C2C=NNC2=C1)NC=1NCC(CN1)F)=O)F (3S)-3-(4-(difluoromethoxy)phenyl)-3-(2-(4-((5-fluoro-1,4,5,6-tetrahydropyrimidin-2-yl)amino)-1H-indazole-6-carboxamido)acetamido)propanoic acid